C(C)(C)(C)OC(=O)N1CC2(C1)CC(C2)(O)C2=CC=C(C=C2)C2=CC(=CC1=CC(=CC=C21)C2=CC=C(C=C2)C(F)(F)F)C(=O)O 4-(4-(2-(tert-Butoxycarbonyl)-6-hydroxy-2-azaspiro[3.3]heptan-6-yl)phenyl)-7-(4-(trifluoromethyl)phenyl)-2-naphthoic acid